4-((3aR,6aS)-3a,6a-dimethylhexahydropyrrolo[3,4-c]pyrrol-2(1H)-yl)-N-(1-methyl-1H-pyrazol-4-yl)pyrimidin-2-amine hydrochloride Cl.C[C@@]12[C@@](CNC1)(CN(C2)C2=NC(=NC=C2)NC=2C=NN(C2)C)C